C(OOC1=C(N=C2N1C=C(N=C2SC2=CC=CC=C2)C2=CC=CC=C2)CC=2OC=CC2)(OC(CC)C)=O ((2-(furan-2-ylmethyl)-6-phenyl-8-(phenylthio) imidazo[1,2-a]pyrazin-3-yl) oxy) methylpropyl carbonate